(2-(tert-butylamino)-2-oxoacetyl)-N-(3-cyano-4-fluorophenyl)-1,2,4-trimethyl-1H-pyrrole-3-carboxamide C(C)(C)(C)NC(C(=O)C1=C(C(=C(N1C)C)C(=O)NC1=CC(=C(C=C1)F)C#N)C)=O